(1S,2'S,4R,6'S)-2'-methyl-6'-(1-methyl-1H-1,2,3-triazol-4-yl)-6-(trifluoromethyl)spiro[isochroman-1,4'-piperidin]-4-ol C[C@@H]1N[C@@H](C[C@]2(C1)OC[C@@H](C1=CC(=CC=C12)C(F)(F)F)O)C=1N=NN(C1)C